1-decyl 3-octyl 2-(6-((3-hydroxypropyl)amino)hexyl)-2-methylmalonate OCCCNCCCCCCC(C(=O)OCCCCCCCCCC)(C(=O)OCCCCCCCC)C